C(C)N(C1=CC(=C(C(=O)C2=C(C(=O)O)C=CC=C2)C=C1)O)CC 2-(4-diethylamino-2-hydroxy-benzoyl)-benzoic acid